2-(4-fluoronaphthalen-1-yl)-N,N-dimethylethan-1-amine FC1=CC=C(C2=CC=CC=C12)CCN(C)C